(2-([1,1'-biphenyl]-4-yl-(9,9-dimethyl-9H-fluoren-3-yl)amino)phenyl)boronic acid C1(=CC=C(C=C1)N(C1=C(C=CC=C1)B(O)O)C=1C=CC=2C(C3=CC=CC=C3C2C1)(C)C)C1=CC=CC=C1